2,3,4,6-tetrachloro-1,5-bis(mercaptomethyl)benzene ClC1=C(C(=C(C(=C1Cl)Cl)CS)Cl)CS